C1=CC=C(C=C1)N(C2=CC=CC=C2)C(=O)NN=C(N)N N4-(N,N-DIPHENYLCARBAMOYL)-AMINOGUANIDINE